COC(N[C@H](C(=O)NC=1C(N(C=CC1)CC=1SC2=C(N1)C=CC=C2OCC2=C(C=C(C=C2)F)F)=O)CC\C=C\C(=O)N)=O Methyl-(S,E)-(7-amino-1-((1-((7-((2,4-difluorobenzyl)oxy)benzo[d]thiazol-2-yl)methyl)-2-oxo-1,2-dihydropyridin-3-yl)amino)-1,7-dioxohept-5-en-2-yl)carbamat